mono-2-undecyl-2-methyl-undecyl-2-ethyl-2-methyl-undecyl-2-methyl-linoleate C(CCCCCCCCCC)C(COC(C(CCCCCC\C=C/C\C=C/CCCCC)(C)CC(CCCCCCCCC)(C)CC)=O)(CCCCCCCCC)C